2-(((R)-1-(7-methyl-2-((S)-1-methylisoindolin-2-yl)-4-oxo-4H-pyrido[1,2-a]pyrimidin-9-yl)ethyl)amino)benzoic acid CC=1C=C(C=2N(C(C=C(N2)N2[C@H](C3=CC=CC=C3C2)C)=O)C1)[C@@H](C)NC1=C(C(=O)O)C=CC=C1